C(C)(C)(C)NC=1OCC(=C(N1)C=1SC=CC1)C 2-(tert-butylamino)-5-methyl-4-(thiophene-2-yl)-6H-1,3-oxazine